C1(=CC=CC=C1)C(C(=O)[O-])(C1=CC=CC=C1)C1=CC=CC=C1.C1(=CC=CC=C1)C(C(=O)[O-])(C1=CC=CC=C1)C1=CC=CC=C1.C1(=CC=CC=C1)C(C(=O)[O-])(C1=CC=CC=C1)C1=CC=CC=C1.C1(=CC=CC=C1)C(C(=O)[O-])(C1=CC=CC=C1)C1=CC=CC=C1.[Rh+2].[Rh+2] rhodium (II) tetrakis(triphenylacetate)